C(C)N1C(=NC2=C1C=CC(=C2)C(=O)NCCOC)NC=2OC1=C(N2)C=CC(=C1)OC(F)(F)F 1-ethyl-N-(2-methoxy-ethyl)-2-((6-(trifluoro-methoxy)benzo[d]-oxazol-2-yl)amino)-1H-benzo[d]imidazole-5-carboxamide